FC(S(=O)(=O)NCC(=O)N1CC2=CC(=CC=C2CC1)OC1=CC(=C(C=C1)C(F)(F)F)F)(F)F 1,1,1-trifluoro-N-(2-(7-(3-fluoro-4-(trifluoromethyl)phenoxy)-3,4-dihydroisoquinolin-2(1H)-yl)-2-oxoethyl)methanesulfonamide